N-(5-(3,4-dihydro-2H-pyrido[4,3-b][1,4]oxazin-7-yl)-4-((4-isopropoxy-6-(methylsulfonyl)pyridin-yl)amino)pyridin-2-yl)acetamide O1C2=C(NCC1)C=NC(=C2)C=2C(=CC(=NC2)NC(C)=O)NC2=NC(=CC(=C2)OC(C)C)S(=O)(=O)C